CC1CCC(C2=CC(=CC=C12)C)C(C)C 1,6-dimethyl-4-isopropyltetralin